N-[4-(2,4-difluorophenoxy)-3-(6-methyl-7-oxo-6,7-dihydro-1H-pyrrolo[2,3-c]pyridin-4-yl)phenyl]-2,2-dimethylpropanamide FC1=C(OC2=C(C=C(C=C2)NC(C(C)(C)C)=O)C=2C3=C(C(N(C2)C)=O)NC=C3)C=CC(=C1)F